bis(2,4-dichlorophenyl) disulfide ClC1=C(C=CC(=C1)Cl)SSC1=C(C=C(C=C1)Cl)Cl